C(C)OP(C1=CC=C(C=C1)F)C1=CC=C(C=C1)F ethoxybis(4-fluorophenyl)phosphine